2-[[6-bromo-2-[[(2S)-2-methylpyrrolidin-1-yl]methyl]pyrrolo[3,2-b]pyridin-1-yl]methoxy]ethyl-trimethyl-silane BrC=1C=C2C(=NC1)C=C(N2COCC[Si](C)(C)C)CN2[C@H](CCC2)C